N-(4-Isopropylbenzyl)-1,2-ethanediamine C(C)(C)C1=CC=C(CNCCN)C=C1